1-nitro-4-(prop-2-yn-1-yloxy)benzene [N+](=O)([O-])C1=CC=C(C=C1)OCC#C